CC(C(=O)O)(C)NCC#C 2-METHYL-2-(PROP-2-YN-1-YLAMINO)PROPANOIC ACID